C(C)(C)(C)OC(=O)N1[C@H]([C@@H](C[C@@H]1CO)CO[Si](C1=CC=CC=C1)(C1=CC=CC=C1)C(C)(C)C)C#C.COC1=CC=C(C=C1)C1=CC=C(C=C1)C1=CC=C(N1)C(=O)N (2S,5R)-5-[4-(4-methoxyphenyl)phenyl]-1H-pyrrole-2-carboxamide tert-butyl-(2R,3R,5R)-3-(((tert-butyldiphenylsilyl)oxy)methyl)-2-ethynyl-5-(hydroxymethyl)pyrrolidine-1-carboxylate